C(C)(C)OC1=NC(=CC=C1CNC(=O)NC1=CC=CC=2NC(NC21)=O)C(F)(F)F 1-[[2-isopropoxy-6-(trifluoromethyl)-3-pyridinyl]methyl]-3-(2-oxo-1,3-dihydrobenzimidazol-4-yl)urea